(S)-4-(5-fluorothiophen-2-yl)-6-(4-(methoxycarbonyl)phenyl)-3,6-dihydropyridine FC1=CC=C(S1)C=1CC=N[C@@H](C1)C1=CC=C(C=C1)C(=O)OC